CC=1NC2(C(N1)=O)CNCCC2 2-methyl-1,3,7-Triazaspiro[4.5]dec-2-en-4-one